ClC1=CNC2=NC=C(C=C21)C=2C=C1CCN(CC1=C(C2)C2NCCOC2)[C@H](C2(CC2)O)C(=O)[C@H](N2CC1=C(C=C(C=C1CC2)C=2C=C1C(=NC2)NC=C1Cl)C1NCCOC1)C1(CC1)O (R)-(6-(3-chloro-1H-pyrrolo[2,3-b]pyridin-5-yl)-8-(morpholin-3-yl)-3,4-dihydroisoquinolin-2(1H)-yl)(1-hydroxycyclopropyl)methyl Ketone